C(C)OC(C)N1N=CC(=C1)C1=C(C(=NC=C1)N)OC(C(F)(F)F)C 4-(1-(1-ethoxyethyl)-1H-pyrazol-4-yl)-3-((1,1,1-trifluoropropan-2-yl)oxy)pyridin-2-amine